ClC1=NC=CC=2C1=CN(N2)CC=2N=C1N(N=C(C=C1)C1CC1)C2 4-chloro-2-((6-cyclopropylimidazo[1,2-b]pyridazin-2-yl)methyl)-2H-pyrazolo[4,3-c]pyridine